(R)-3-((4-(4-chlorophenyl)piperidin-1-yl)sulfonyl)pyrrolidine-1-carbonitrile ClC1=CC=C(C=C1)C1CCN(CC1)S(=O)(=O)[C@H]1CN(CC1)C#N